(3R)-3-amino-7-(3-tert-butyl-1,2,4-triazin-5-yl)-8-fluoro-1,1-dioxo-5-[[4-[5-(trifluoromethyl)-1,2,4-oxadiazol-3-yl]phenyl]methyl]-2,3-dihydro-1λ6,5-benzothiazepine-4-One N[C@H]1CS(C2=C(N(C1=O)CC1=CC=C(C=C1)C1=NOC(=N1)C(F)(F)F)C=C(C(=C2)F)C=2N=C(N=NC2)C(C)(C)C)(=O)=O